ClC1=CC=C(C=C1)SNC(C=1C(C(=O)N)=CC=CC1)=O N-(4-Chlorophenylthio)phthalamide